2-methoxy-5-(2-((5S)-5-methyl-2-(2-(1,3,3-trimethylpiperidin-4-yl)benzo[d]thiazol-5-yl)piperidin-1-yl)-2-oxoacetamido)nicotinamide COC1=C(C(=O)N)C=C(C=N1)NC(C(=O)N1C(CC[C@@H](C1)C)C=1C=CC2=C(N=C(S2)C2C(CN(CC2)C)(C)C)C1)=O